C(C(=C)C)(=O)OCC(CC1=CC=CC=C1)[Si](O[Si](C)(C)C)(O[Si](C)(C)C)O[Si](C)(C)C methacryloxymethylphenethyltris-(trimethylsiloxy)silane